Ferulaldehyde C(\C=C\C1=CC(OC)=C(O)C=C1)=O